N1CCCC[C@@]12CN(CCC2)C2=C1C(=NC=C2)NC=C1C1=NSC=C1 3-[4-[(6R)-1,8-diazaspiro[5.5]undecan-8-yl]-1H-pyrrolo[2,3-b]pyridin-3-yl]isothiazole